FC1=C2C(=NC=3N(C2=CC=C1)C=NN3)N(C)C3=CC(=CC(=C3)C#CC3(CC3)C(F)(F)F)F 6-fluoro-N-(3-fluoro-5-((1-(trifluoromethyl)cyclopropyl)ethynyl)phenyl)-N-methyl-[1,2,4]triazolo[4,3-a]quinazolin-5-amine